C1=CC=CC=2C3=CC(=CC=C3NC12)B(O)O carbazol-6-yl-boronic acid